The molecule is a morphinane alkaloid that is a derivative of morphine with a 2-morpholinoethyl group at the 3-position. It has a role as an antitussive, an opioid analgesic, a mu-opioid receptor agonist and a drug allergen. It is an organic heteropentacyclic compound and a morphinane alkaloid. CN1CC[C@]23[C@@H]4[C@H]1CC5=C2C(=C(C=C5)OCCN6CCOCC6)O[C@H]3[C@H](C=C4)O